C1(CCC1)[S@@](=O)C=1C=C2C(=NC1)N(C=C2)C2=CC=C(C(=O)OC)C=C2 methyl 4-[5-[(R)-cyclobutylsulfinyl]pyrrolo[2,3-b]pyridine-1-yl]benzoate